C(C)(C)NC1=NC(=NC(=N1)NC1=CC=CC=C1)C1=NC=CC=C1 N-isopropyl-N'-phenyl-6-pyridin-2-yl-[1,3,5]Triazine-2,4-diamine